FC1=CC=C(C=C1)C1=NN(C(C1C=1SC=CC1)(C(=O)OC)C)C1=CC=CC=C1 methyl 3-(4-fluorophenyl)-5-methyl-1-phenyl-4-(thiophen-2-yl)-4,5-dihydro-1H-pyrazole-5-carboxylate